1-Methyl-2-(6-trifluoromethoxy-benzothiazol-2-ylamino)-1H-benzoimidazole-5-carboxylic acid (3-pyrazol-1-yl-propyl)-amide N1(N=CC=C1)CCCNC(=O)C1=CC2=C(N(C(=N2)NC=2SC3=C(N2)C=CC(=C3)OC(F)(F)F)C)C=C1